3-(6-methoxy-4-nitro-1-oxo-isoindolin-2-yl)piperidine-2,6-dione COC1=CC(=C2CN(C(C2=C1)=O)C1C(NC(CC1)=O)=O)[N+](=O)[O-]